1-(5-((5-chloro-4-(2-(trifluoromethyl)piperidin-1-yl)pyrimidin-2-yl)amino)pyridin-3-yl)pyrrolidin-2-one ClC=1C(=NC(=NC1)NC=1C=C(C=NC1)N1C(CCC1)=O)N1C(CCCC1)C(F)(F)F